N-(4-Hydroxyphenyl)-N,1,2-trimethyl-5-(2-{[(3R)-3-methyl-3,4-dihydroisoquinolin-2(1H)-yl]carbonyl}-5-{2-[(phenoxyacetyl)amino]ethyl}phenyl)-1H-pyrrole-3-carboxamide OC1=CC=C(C=C1)N(C(=O)C1=C(N(C(=C1)C1=C(C=CC(=C1)CCNC(COC1=CC=CC=C1)=O)C(=O)N1CC2=CC=CC=C2C[C@H]1C)C)C)C